(S)-6-((2-(3-(aminomethyl)pyrrolidin-1-yl)-1H-benzo[d]imidazol-1-yl)methyl)nicotinonitrile hydrochloride Cl.NC[C@H]1CN(CC1)C1=NC2=C(N1CC1=NC=C(C#N)C=C1)C=CC=C2